(diphenylmethyl)-2,2-dimethylazetidin-3-ol C1(=CC=CC=C1)C(C1=CC=CC=C1)N1C(C(C1)O)(C)C